4-({3-[4-(Hydroxymethyl)-1H-1,2,3-triazol-1-yl]phenyl}amino)-N-(pyridin-2-yl)benzamide OCC=1N=NN(C1)C=1C=C(C=CC1)NC1=CC=C(C(=O)NC2=NC=CC=C2)C=C1